1-(5-((4-(6-(1H-imidazol-2-yl)-2-methylpyridin-3-yl)piperazin-1-yl)methyl)-1-methyl-1H-pyrazol-3-yl)-3-ethylurea N1C(=NC=C1)C1=CC=C(C(=N1)C)N1CCN(CC1)CC1=CC(=NN1C)NC(=O)NCC